ClC1=C(C#N)C=C(C(=N1)Cl)Cl 2,5,6-trichloronicotinonitrile